(S)-N-(2-(1-(4-(5-chloro-4-((2,4-difluorophenyl)methoxy-d2)-2-methyl-6-pyrimidinone-1(6H)-yl)-5-methylpyridin-2-yl)-1H-pyrazol-3-yl)propan-2-yl)acetamide ClC1=C(N=C(N(C1=O)C1=CC(=NC=C1C)N1N=C(C=C1)C(C)(C)NC(C)=O)C)OC([2H])([2H])C1=C(C=C(C=C1)F)F